3-((7,7-difluoro-6-(4-methylphenyl)-3-azabicyclo[4.1.0]hept-3-yl)carbonyl)-1,5,7-trimethyl-1,5-dihydro-4H-pyrrolo[3,2-c]pyridin-4-one FC1(C2(CCN(CC12)C(=O)C1=CN(C2=C1C(N(C=C2C)C)=O)C)C2=CC=C(C=C2)C)F